O1CC(=CC1)C=1C2=C(C(=NC1)OC)N=CS2 7-(2,5-dihydrofuran-3-yl)-4-methoxy-[1,3]thiazolo[4,5-c]pyridin